bromo-2,6-bis((6-bromohexyl)oxy)-1,1'-biphenyl BrC=1C(=C(C(=CC1)OCCCCCCBr)C1=CC=CC=C1)OCCCCCCBr